N1=CN=C(C=C1)OCC#N pyrimidin-4-yloxyacetonitrile